Cl.C1(CC1)S(=O)(=O)N1CCC(CC1)N 1-(cyclopropanesulfonyl)piperidin-4-amine hydrochloride